C(C=C)(=O)N1CC2=CC(=CC=C2CC1)C1=C(C2=C(C(=N1)C=1C=NC=3CC(NCC3C1)=O)C=CS2)C2=C(C=C(C=C2OCCOC)F)F (S)-3-(6-(2-acryloyl-1,2,3,4-tetrahydroisoquinolin-7-yl)-7-(2,4-difluoro-6-(2-methoxyethoxy)phenyl)thieno[3,2-c]pyridin-4-yl)-5,8-dihydro-1,6-naphthyridin-7(6H)-one